F[C@@H]1CC2=C[C@H](CN2C1)C (2r,6r,7ar)-2-fluoro-6-methyltetrahydro-1H-pyrrolizine